ClC=1C(=C(C(=CC1)C(F)F)C1=CN=CC(=N1)C(=O)NC=1C=NN(C1)[C@@H](C)C=1C(=NC(=NC1)N1C([C@@H]2C[C@@H]2C1)=O)C)F 6-(3-chloro-6-(difluoromethyl)-2-fluorophenyl)-N-(1-((S)-1-(4-methyl-2-((1r,5S)-2-oxo-3-azabicyclo[3.1.0]hex-3-yl)pyrimidin-5-yl)ethyl)-1H-pyrazol-4-yl)pyrazine-2-carboxamide